2-{[(2-methoxy-7-{4-[(pyridin-3-yl)amino]pyridin-2-yl}naphthalen-1-yl)amino]methyl}prop-2-enenitrile COC1=C(C2=CC(=CC=C2C=C1)C1=NC=CC(=C1)NC=1C=NC=CC1)NCC(C#N)=C